ClC1=C(C=C(C=2C([C@@]3([C@@H](CC(C=C3OC)=O)C)OC21)=O)OC)C=NO (2S,5'R,6E)-7-chloro-1',4-dimethoxy-5'-methyl-3,3'-dioxo-spiro[benzofuran-2,6'-cyclohexene]-6-carbaldehyde oxime